trans-(+/-)-tert-butyl 4-fluoropiperidin-3-ylcarbamate F[C@H]1[C@@H](CNCC1)NC(OC(C)(C)C)=O |r|